trans-(rac)-propyl 4-((3-(2-cyanoethyl)cyclohexyl)amino)-1H-pyrrolo[2,3-b]pyridine-5-carboxylate C(#N)CC[C@@H]1C[C@H](CCC1)NC1=C2C(=NC=C1C(=O)OCCC)NC=C2 |r|